ClC=1C=C(C2=NC3=CC(=CC=C3N=C2C1)F)O 3-Chloro-8-fluorophenazin-1-ol